(E)-4-((1-((tert-butoxycarbonyl)amino)prop-2-yl)amino)but-2-enoic acid methyl ester COC(\C=C\CNC(CNC(=O)OC(C)(C)C)C)=O